N=1C=CN2C1C=CC(=C2)NC2=NC=CC(=N2)OC2=C(C=C(C=C2C)/C=C/C#N)C (E)-3-(4-((2-(imidazo[1,2-a]pyridin-6-ylamino)pyrimidin-4-yl)oxy)-3,5-dimethylphenyl)acrylonitrile